CC1CCC2CCCC=C12 methylhexahydro-inden